FC1=C(C=CC=C1)C=1C(=CC=CC1)C1=C(C=CC=C1)B1OC(C(O1)(C)C)(C)C 2-(2''-fluoro-[1,1':2',1''-terphenyl]-2-yl)-4,4,5,5-tetramethyl-1,3,2-dioxaborolane